methyl vinyl ether C(=C)OC